CN(C(OCC(=O)N1[C@@H](C[C@H](C1)F)C(N[C@H](C1=NC=C(C=C1)C(C)C)C1=CC=CC=C1)=O)=O)C 2-[(2S,4R)-4-fluoro-2-{[(S)-phenyl[5-(propan-2-yl)pyridin-2-yl]methyl]carbamoyl}pyrrolidin-1-yl]-2-oxoethyl N,N-dimethylcarbamate